C(C)(C)(C)C1=NN=CO1 5-tertiary butyl-1,3,4-oxadiazole